FC(CSC1=CNC2=CC=CC=C12)F 3-((2,2-difluoroethyl)thio)-1H-indole